FC(OC1=CC=CC=2C(N[C@H]3C=4N([C@@H](C21)C3)C3=C(N4)C=CC(=C3)C=3C=NC(=NC3)N3CCSCC3)=O)F (7R,14R)-1-(difluoromethoxy)-11-[2-(thiomorpholin-4-yl)pyrimidin-5-yl]-6,7-dihydro-7,14-methanobenzimidazo[1,2-b][2,5]benzodiazocin-5(14H)-one